ClC1=NN(C(C2=CC=CC=C12)=O)C1=CC=C(C=C1)F chloro-2-(4-fluorophenyl)phthalazin-1(2H)-one